C(CCC)(=O)C1=CC(=C(C=N1)C1=NC=C2C=C(N=CC2=C1)NC(=O)C1CC1)Cl N-(7-(6-butyryl-4-chloropyridin-3-yl)-2,6-naphthyridin-3-yl)cyclopropanecarboxamide